2-octyldodecyl lactate C(C(O)C)(=O)OCC(CCCCCCCCCC)CCCCCCCC